BrC1=NN(C=N1)C1=CC=C(C=C1)C(C(F)(F)F)(F)F 3-bromo-1-(4-(perfluoroethyl)phenyl)-1H-1,2,4-triazole